5-propyl-2-[(4-pyrazol-1-ylphenyl)methylamino]-4H-[1,2,4]triazolo[1,5-a]pyrimidin-7-one C(CC)C=1NC=2N(C(C1)=O)N=C(N2)NCC2=CC=C(C=C2)N2N=CC=C2